FC1=C(C=CC(=C1)C(F)(F)F)S(=O)(=O)NC=1C(=NC=C(C1)C=1C=C2C(=NC=NC2=CC1)N1CCN(CC1)C(\C=C\C(C)=O)=O)OC (E)-2-fluoro-N-(2-methoxy-5-(4-(4-(4-oxopent-2-enoyl)piperazine-1-yl)quinazolin-6-yl)pyridin-3-yl)-4-(trifluoromethyl)benzenesulfonamide